3-(7-fluoro-4-oxochroman-yl)propanenitrile FC1=CC=C2C(CC(OC2=C1)CCC#N)=O